3-dodecenyl-trans-2-undecen-1-ol C(=CCCCCCCCCCC)C(=CCO)CCCCCCCC